2-[[5-(4-cyclopropyl-6-methoxy-pyrimidin-5-yl)-3-[[4-[5-ethoxy-3-(trifluoromethyl)pyrazol-1-yl]phenyl]methyl]pyrazolo[4,3-d]pyrimidin-1-yl]methoxy]ethyl-trimethyl-silane C1(CC1)C1=NC=NC(=C1C=1N=CC2=C(N1)C(=NN2COCC[Si](C)(C)C)CC2=CC=C(C=C2)N2N=C(C=C2OCC)C(F)(F)F)OC